C1=CC(=CC=C1C2=C(C=C(C=C2)C#N)C#N)OS(=O)(=O)N 2'',4''-Dicyanobiphenyl-4-yl sulfamate